(5-(1-((3-fluorophenyl)sulfonyl)-1,2,5,6-tetrahydropyridin-4-yl)-3-hydroxy-pyridine-2-carbonyl)glycine methyl ester COC(CNC(=O)C1=NC=C(C=C1O)C1=CCN(CC1)S(=O)(=O)C1=CC(=CC=C1)F)=O